N1C(=NC2=C1C=CC=C2)CNC2=NC(=NC=1N2N=CC1Cl)S(=O)(=O)C N-[(1H-benzimidazol-2-yl)methyl]-8-chloro-2-(methanesulfonyl)pyrazolo[1,5-a][1,3,5]triazin-4-amine